bis(di-tert-butyl-(4-dimethylaminophenyl)phosphino)palladium (II) chloride C(C)(C)(C)P(C1=CC=C(C=C1)N(C)C)(C(C)(C)C)[Pd-](P(C(C)(C)C)(C(C)(C)C)C1=CC=C(C=C1)N(C)C)Cl